(R)-N-(5-((4-aminothieno[2,3-d]pyrimidin-5-yl)ethynyl)-2-fluoro-4-methylphenyl)-3-(3,5-difluorophenyl)isoxazolidin-2-carboxamide NC=1C2=C(N=CN1)SC=C2C#CC=2C(=CC(=C(C2)NC(=O)N2OCC[C@@H]2C2=CC(=CC(=C2)F)F)F)C